(E)-1-(3-(3-(2-cyclohexylvinyl)-1H-pyrazolo[3,4-b]pyridin-1-yl)azetidin-1-yl)prop-2-en-1-one C1(CCCCC1)/C=C/C1=NN(C2=NC=CC=C21)C2CN(C2)C(C=C)=O